COC1(C(=C(C(=C1C)C)C)C)C dimethyl-(2,3,4,5-tetramethylcyclopent-2,4-dien-1-ol)